(2S,5R)-2-(1-(4-bromophenyl)-3-(4-fluorophenyl)-1H-pyrazol-4-yl)-3-(4-methoxyphenyl)-5-methyl-oxazolidin-4-one BrC1=CC=C(C=C1)N1N=C(C(=C1)[C@@H]1O[C@@H](C(N1C1=CC=C(C=C1)OC)=O)C)C1=CC=C(C=C1)F